ClC1=C(C(=O)NCC(N2CCC(CC2)COC2=NC(=NC(=C2)F)C)C2=C(N=CS2)C(F)F)C(=CC=C1)F 2-Chloro-N-{2-[4-(difluoromethyl)-1,3-thiazol-5-yl]-2-(4-{[(6-fluoro-2-methylpyrimidin-4-yl)oxy]methyl}piperidin-1-yl)ethyl}-6-fluorobenzamid